2-(2,6-dioxopiperidin-3-yl)-5-((6-(4-(4-((5-(4-(methylsulfonyl)phenyl)-[1,2,4]triazolo[1,5-a]pyridin-2-yl)amino)phenyl)piperazin-1-yl)hexyl)amino)isoindoline-1,3-dione O=C1NC(CCC1N1C(C2=CC=C(C=C2C1=O)NCCCCCCN1CCN(CC1)C1=CC=C(C=C1)NC1=NN2C(C=CC=C2C2=CC=C(C=C2)S(=O)(=O)C)=N1)=O)=O